C(C)(C)(C)NC(O[C@H]1C[C@H](CC1)C1=CC(=NN1)NC(CC1=NC=CC(=C1)C(F)(F)F)=O)=O (1R,3S)-3-[3-({[4-(trifluoromethyl)pyridin-2-yl]acetyl}amino)-1H-pyrazol-5-yl]cyclopentyl tert-butylcarbamate